4-butyl-5'-methyl-4'-oxo-2'-(prop-1-en-2-yl)-1',2',3',4'-tetrahydro-[1,1'-biphenyl]-2,6-diyl diacetate C(C)(=O)OC1=C(C(=CC(=C1)CCCC)OC(C)=O)C1C(CC(C(=C1)C)=O)C(=C)C